tert-Butyl (1-(4-bromo-2,5-dimethoxyphenyl)but-3-en-2-yl)carbamate BrC1=CC(=C(C=C1OC)CC(C=C)NC(OC(C)(C)C)=O)OC